(S)-2-(4-(3-cyanophenyl)-6-(5-methyl-4H-1,2,4-triazol-3-yl)indoline-1-carbonyl)-pyrrolidine-1-carbonitrile C(#N)C=1C=C(C=CC1)C1=C2CCN(C2=CC(=C1)C1=NN=C(N1)C)C(=O)[C@H]1N(CCC1)C#N